C(C)(C)(C)C(=CO)CCCC 2-tert-butylhexaenol